COC1=C(C=C(C=C1)OC)/C=C(/C(=O)C1=CC=CC=C1)\C[N+](=O)[O-] (E)-3-(2,5-dimethoxyphenyl)-2-nitromethyl-1-phenylprop-2-en-1-one